hydroxy-3-propanone OCCC=O